7-(methyl)guanosine C[N+]1=CN([C@H]2[C@H](O)[C@H](O)[C@@H](CO)O2)C=2N=C(NC(C12)=O)N